C=C(C(=O)OCC(=O)O)CC(OC1CCC2=CC=C(C=C12)OC(F)(F)F)=O 2-((2-methylene-4-oxo-4-((6-(trifluoromethoxy)-2,3-dihydro-1H-inden-1-yl)oxy)butanoyl)oxy)acetic acid